FC(C(F)(F)C(C(F)(F)F)(F)OC(C(F)(F)F)(C(C(C(F)(F)F)(F)F)(F)F)F)(C(F)(F)F)F heptafluoropropyl-1,2,2,2-tetrafluoroethyl ether